menthaneamide C1(CC(C(CC1)C(C)C)C(=O)N)C